(S)-8-(2-amino-6-((R)-2,2,2-trifluoro-1-(5'-fluoro-2'-methoxy-[1,1'-biphenyl]-4-yl)ethoxy)pyrimidin-4-yl)-2,8-diazaspiro[4.5]decane-3-carboxylic acid NC1=NC(=CC(=N1)N1CCC2(C[C@H](NC2)C(=O)O)CC1)O[C@@H](C(F)(F)F)C1=CC=C(C=C1)C1=C(C=CC(=C1)F)OC